O=C1N[C@H]2[C@@H](N1)CS[C@H]2CCCCC(=O)OCCCCCCNC(=O)C2=C(OC(=C2)C=2SC=CC2)C 6-(2-methyl-5-(thiophen-2-yl)furan-3-carboxamido)hexyl 5-((3aS,4S,6aR)-2-oxohexahydro-1H-thieno[3,4-d]imidazol-4-yl)pentanoate